2'H,4'H-spiro[piperidine-4,3'-pyrano[3,2-c]pyridine] O1CC2(CC=3C=NC=CC31)CCNCC2